FC=1C=C2C(C(=CN3C2=C(C1N1C[C@@H](CC1)NC1=NC=NC(=C1)C)OC[C@@H]3C)C(=O)O)=O (S)-9-fluoro-3-methyl-10-((R)-3-((6-methylpyrimidin-4-yl)amino)pyrrolidin-1-yl)-7-oxo-2,3-dihydro-7H-[1,4]oxazino[2,3,4-ij]quinoline-6-carboxylic acid